methyl 2-bromo-4-[[4-carbamoyl-1-(trans-2-cyanocyclohexyl)pyrazol-3-yl]amino]benzoate BrC1=C(C(=O)OC)C=CC(=C1)NC1=NN(C=C1C(N)=O)[C@H]1[C@@H](CCCC1)C#N